1,3,5-Trisilacyclopentane [SiH2]1C[SiH2]C[SiH2]1